C(C)OC(=O)C1=C(N=C(N1)C1CCC(CC1)O[Si](C)(C)C(C)(C)C)C1=CC=C(C=C1)CNC(C1=C(C=CC(=C1)F)OC)=O 2-((1R,4R)-4-((tert-butyldimethylsilyl)oxy)cyclohexyl)-4-(4-((5-fluoro-2-methoxybenzamido)methyl)phenyl)-1H-imidazole-5-carboxylic acid ethyl ester